FC1=C(CNC(=O)C=2C(C(=C3N([C@H]4[C@H](C=C[C@@H](N(C3=O)C4)C)O)C2)O)=O)C=CC(=C1)F (3S,6S,7R)-N-(2,4-difluorobenzyl)-6,12-dihydroxy-3-methyl-1,11-dioxo-1,6,7,11-tetrahydro-3H-2,7-methanopyrido[1,2-a][1,4]diazonine-10-carboxamide